4-chloro-8-[(2-methylbiphenyl-3-yl)amino]-1,7-naphthyridine-3-carbaldehyde ClC1=C(C=NC2=C(N=CC=C12)NC=1C(=C(C=CC1)C1=CC=CC=C1)C)C=O